indeno[1,2-d][1,3]dioxolane-4-one O1COC=2C1=CC1=CC=CC(C12)=O